dimethyl 2-(5-bromo-2-oxobenzo[cd]indol-1(2H)-yl)pentanedioate BrC=1C=CC=2C(N(C3=CC=CC1C23)C(C(=O)OC)CCC(=O)OC)=O